Ethyl-5-(4-bromo-2,6-difluoro-phenyl)-5-methyl-hex-2-enoate C(C)OC(C=CCC(C)(C)C1=C(C=C(C=C1F)Br)F)=O